ClC=1C(=C(C=CC1)C=1N(C(C=C2C1C(N(N2)C2=C(C=CC=C2)Cl)=O)=O)CC2=CC=NC=C2)F 4-(3-chloro-2-fluorophenyl)-2-(2-chlorophenyl)-5-(pyridin-4-ylmethyl)-1H-pyrazolo[4,3-c]pyridine-3,6(2H,5H)-dione